C(C1=CC=CC=C1)N1C[C@H](C=C2C3=C4C(C[C@@H]12)=CNC4=CC=C3)C(=O)N(C)C (6aR,9S)-7-benzyl-N,N-dimethyl-4,6,6a,7,8,9-hexahydroindolo[4,3-fg]quinoline-9-carboxamide